(Z)-9-(cyclopropylmethyl)-2-(6-(2-(6-(3,3-difluoropyrrolidin-1-yl)pyrazin-2-yl)-2-fluorovinyl)-3-(phenoxy-d5)-2-(trifluoromethyl)phenyl)-2,9-diazaspiro[5.5]undecane C1(CC1)CN1CCC2(CCCN(C2)C2=C(C(=CC=C2\C=C(/F)\C2=NC(=CN=C2)N2CC(CC2)(F)F)OC2=C(C(=C(C(=C2[2H])[2H])[2H])[2H])[2H])C(F)(F)F)CC1